C(#N)[C@@H](C[C@@H]1C(NCC1)=O)NC(=O)[C@@H]1N([C@H]2CC([C@@H]1CC2)(F)F)C([C@](C)(C2=CC=CC=C2)O)=O (1R,3R,4R)-N-((R)-1-cyano-2-((R)-2-oxopyrrolidin-3-yl)ethyl)-5,5-difluoro-2-((S)-2-hydroxy-2-phenylpropanoyl)-2-azabicyclo[2.2.2]octane-3-carboxamide